tert-butyl ((1S,3R)-3-((5-amino-2-(1-((2-(trimethylsilyl)ethoxy)methyl)-1H-1,2,4-triazol-3-yl)pyridin-4-yl)amino)cyclohexyl)carbamate NC=1C(=CC(=NC1)C1=NN(C=N1)COCC[Si](C)(C)C)N[C@H]1C[C@H](CCC1)NC(OC(C)(C)C)=O